beta-methoxy-N,N-diethylpropionamide COCCC(=O)N(CC)CC